CC1=CC=2C(=C3C(C4=CC=CC=C4C(=C3C(C2C=C1)=O)OC(C)=O)=O)OC(C)=O 2-methyl-5,11-dioxo-6,12-bis(acetoxy)tetracene